methyl 6-(1,4-dioxa-8-azaspiro[4.5]decan-8-yl)quinoline-4-carboxylate O1CCOC12CCN(CC2)C=2C=C1C(=CC=NC1=CC2)C(=O)OC